N-(2-((Cyclobutylamino)methyl)benzyl)-N-(2-oxo-2-((2'-oxo-1,1',2',3-tetrahydrospiro[indene-2,3'-pyrrolo[2,3-b]pyridin]-5-yl)amino)ethyl)pivalamide C1(CCC1)NCC1=C(CN(C(C(C)(C)C)=O)CC(NC=2C=C3CC4(C(NC5=NC=CC=C54)=O)CC3=CC2)=O)C=CC=C1